[Cl-].ClC1=CC=C(C=C1)C1C(CCN(N1S(=O)(=O)N1CCCCC1)C=NO)C1=CC=CC=C1 (2E)-6-(4-chlorophenyl)-5-phenyl-N-(1-piperidinylsulfonyl)-4,5-dihydro-3H-pyridazine-2-carbaldehyde oxime chloride